[N+](=O)([O-])C=1C(=C2C(=NC1)N(C=C2)S(=O)(=O)C2=CC=CC=C2)NCCC ((5-nitro-1-(benzenesulfonyl)-1H-pyrrolo[2,3-b]pyridin-4-yl)amino)propane